C(C)OC(=O)C1=CN(C2=NC(=C(C=C2C1=O)Cl)Cl)CC1CCC1.C(C1=CC=CC=C1)[C@@H]1N(C(OC1)=O)C(CCCC)=O (S)-4-benzyl-3-pentanoyl-oxazolidin-2-one ethyl-6,7-dichloro-1-(cyclobutylmethyl)-4-oxo-1,4-dihydro-1,8-naphthyridine-3-carboxylate